4-methoxy-5-[2-(2-{[(4-methyl-deca-hydroquinolin-1-yl)sulfonyl]amino}-phenyl)ethynyl]pyridine-2-carboxylic acid COC1=CC(=NC=C1C#CC1=C(C=CC=C1)NS(=O)(=O)N1CCC(C2CCCCC12)C)C(=O)O